N-(2-methoxy-6-methyl-5,6,7,8-tetrahydro-1,6-naphthyridin-3-yl)-8-(pyridin-3-yl)quinazolin-2-amine COC1=NC=2CCN(CC2C=C1NC1=NC2=C(C=CC=C2C=N1)C=1C=NC=CC1)C